2-(methacryloylamino)ethyltrimethylammonium chloride [Cl-].C(C(=C)C)(=O)NCC[N+](C)(C)C